(5-methylthiazol-2-yl)-2-(pyrrolidin-1-yl)quinoxaline-6-carboxylic acid methyl ester COC(=O)C=1C=C2N=C(C(=NC2=CC1)N1CCCC1)C=1SC(=CN1)C